N1C(=NC=C1)C1=C(N=C(S1)NC(C1=CC(=C(C=C1)O)OC)=O)C(C)(C)C N-(5-imidazolyl-4-tert-butylthiazol-2-yl)-4-hydroxy-3-methoxybenzamide